CC(C#C)N1C=C(C2=C1N=CN=C2N)I 7-(but-3-yn-2-yl)-5-iodo-7H-pyrrolo[2,3-d]Pyrimidin-4-amine